lithium (S)-2-(tert-Butoxycarbonylamino)-3-phenylpropionate C(C)(C)(C)OC(=O)N[C@H](C(=O)[O-])CC1=CC=CC=C1.[Li+]